(R)-6-(1-(2,3-dihydroxypropyl)-1H-pyrazol-4-yl)-4-((3-fluoropyridin-2-yl)thio)pyrazolo[1,5-a]pyridine-3-carbonitrile O[C@H](CN1N=CC(=C1)C=1C=C(C=2N(C1)N=CC2C#N)SC2=NC=CC=C2F)CO